rel-1-((1R,4S,6R)-6-(6-((6-methoxy-2-methyl-1,2,3,4-tetrahydroisoquinolin-7-yl)amino)-1H-pyrazolo[3,4-d]pyrimidin-1-yl)-2-azabicyclo[2.2.1]heptan-2-yl)ethan-1-one COC=1C=C2CCN(CC2=CC1NC1=NC=C2C(=N1)N(N=C2)[C@@H]2C[C@H]1CN([C@@H]2C1)C(C)=O)C |o1:22,24,27|